FC1=C(CN(C(C(CC)(C)C)=O)O)C=CC(=C1)F N-(2,4-difluorobenzyl)-N-hydroxy-2,2-dimethylbutanamide